4-(3-methoxy-2,6-dimethylphenyl)-[1,2,4]triazolo[1,5-a]1,6-naphthyridin-8-amine COC=1C(=C(C(=CC1)C)C=1C=2N(C3=CC(=NC=C3C1)N)N=CN2)C